(1s,4s)-4-(2-(benzyloxy)-3,5-difluorophenyl)cyclohexanol C(C1=CC=CC=C1)OC1=C(C=C(C=C1F)F)C1CCC(CC1)O